N1(CCCCC1)C=O (piperidin-1-yl)methanon